3-bromo-7-chloro-1H-indazole BrC1=NNC2=C(C=CC=C12)Cl